3-(methacryloyloxymethyl)-2-phenyloctane C(C(=C)C)(=O)OCC(C(C)C1=CC=CC=C1)CCCCC